C(C)(=O)ON(CC1=CC=CC=C1)OC(C)=O Benzylimino diacetate